C1N(CC2=CC=CC=C12)C1=NC=2N(C(=C1)C=1C=NNC1)N=C(C2C(C)C)C(=O)O 5-(isoindolin-2-yl)-3-isopropyl-7-(1H-pyrazol-4-yl)pyrazolo[1,5-a]pyrimidine-2-carboxylic acid